iridium(III) bis(phenylbenzothiazole) C1(=CC=CC=C1)C=1SC2=C(N1)C=CC=C2.C2(=CC=CC=C2)C=2SC1=C(N2)C=CC=C1.[Ir+3]